ClC1=C(CO[C@@H](CO)COCCCCCCCCCCCCCCCCCC)C=CC(=C1)Cl (S)-2-((2,4-dichlorobenzyl)oxy)-3-(octadecyloxy)propan-1-ol